ethyl 7-(5-(trifluoromethyl)-1,2,4-oxadiazol-3-yl)imidazo[1,2-a]pyridine-2-carboxylate hydrobromide Br.FC(C1=NC(=NO1)C1=CC=2N(C=C1)C=C(N2)C(=O)OCC)(F)F